C1(CC1)C(=O)NC1=CC(=C(N=N1)C(=O)N)NC1=C(C(=CC=C1)C1=NC=C(C=N1)P(=O)(C)C)OC 6-(Cyclopropanecarboxamido)-4-((3-(5-(dimethylphosphoryl)pyrimidin-2-yl)-2-methoxyphenyl)amino)pyridazine-3-carboxamide